1,4-bis(diglycidylaminomethyl)cyclohexane tert-butyl-(3S,5R)-3-((4-(2-((4-amino-3-fluoro-2-methylnaphthalen-1-yl)oxy)pyridin-3-yl)pyrimidin-2-yl)amino)-5-methylpiperidine-1-carboxylate C(C)(C)(C)OC(=O)N1C[C@H](C[C@H](C1)C)NC1=NC=CC(=N1)C=1C(=NC=CC1)OC1=C(C(=C(C2=CC=CC=C12)N)F)C.C(C1CO1)N(CC1CO1)CC1CCC(CC1)CN(CC1CO1)CC1CO1